(2s,5s)-2-(1-(3,4-difluorophenyl)-3-(thiophen-3-yl)-1H-pyrazol-4-yl)-5-methyl-3-(2-(2-oxoindol-5-yl)ethyl)oxazolidin-4-one FC=1C=C(C=CC1F)N1N=C(C(=C1)[C@@H]1O[C@H](C(N1CCC1=CC2=CC(N=C2C=C1)=O)=O)C)C1=CSC=C1